N-(5-(2-(2,2-dimethylpyrrolidin-1-yl)acetamido)pyridin-3-yl)-2-(1-methyl-1H-pyrazol-4-yl)-1H-pyrrolo[2,3-b]pyridine-5-carboxamide CC1(N(CCC1)CC(=O)NC=1C=C(C=NC1)NC(=O)C=1C=C2C(=NC1)NC(=C2)C=2C=NN(C2)C)C